(tert-butylsulfanyl)-1-(4-chlorobenzyl)-2-(2-methyl-2-(4-methyloxazol-2-yl)propyl)-1H-indol-5-ol C(C)(C)(C)SC1=C(N(C2=CC=C(C=C12)O)CC1=CC=C(C=C1)Cl)CC(C)(C=1OC=C(N1)C)C